CN1C(C=2N=CN([C@H]3[C@](OC)([C@H](O)[C@@H](CO)O3)C)C2N=C1N)=O 1,2'-dimethyl-2'-O-methyl-guanosine